S1C(=CC=C1)C(=O)[O-].[Ca+2].S1C(=CC=C1)C(=O)[O-] calcium thiophenate